di(nonylphenyl)amine C(CCCCCCCC)C1=C(C=CC=C1)NC1=C(C=CC=C1)CCCCCCCCC